manganese-calcium oxide [O-2].[Ca+2].[Mn+2].[O-2]